1,3-dibromo-5-iodobenzene BrC1=CC(=CC(=C1)I)Br